tert-butyl 5-(6-chloropyridazin-3-yl)-3,4-dihydropyridine-1(2H)-carboxylate ClC1=CC=C(N=N1)C=1CCCN(C1)C(=O)OC(C)(C)C